1-((1S,4S)-5-(4-((3-chloro-4-(2,2-difluoropropyl)-2-fluorophenyl)amino)pyrido[3,2-d]pyrimidin-6-yl)-2,5-diazabicyclo[2.2.1]heptan-2-yl)prop-2-en-1-one ClC=1C(=C(C=CC1CC(C)(F)F)NC=1C2=C(N=CN1)C=CC(=N2)N2[C@@H]1CN([C@H](C2)C1)C(C=C)=O)F